C(C)(=O)N(C1=CC(=CC=C1)F)C=1SC(=C(N1)C(=O)NC(C)C)C 2-(N-acetyl-3-fluoro-anilino)-N-isopropyl-5-methyl-thiazole-4-carboxamide